BrC1=C(SC(=C1)F)C(C1=C(C=NN1COCC[Si](C)(C)C)C(=O)N(C)OC)O 5-((3-bromo-5-fluorothiophen-2-yl)(hydroxy)methyl)-N-methoxy-N-methyl-1-((2-(trimethylsilyl)ethoxy)methyl)-1H-pyrazole-4-carboxamide